6-(phenoxymethyl)pyridine-2-carboxylic acid O(C1=CC=CC=C1)CC1=CC=CC(=N1)C(=O)O